ClC1=NN(C=C1C1=NC=CC(=N1)NC=1N=CC2=C(C=CC(=C2C1)C(C)C)N1CC(C1)N1C(O[C@H](C1)C)=O)C (S)-3-(1-(3-((2-(3-chloro-1-methyl-1H-pyrazol-4-yl)pyrimidin-4-yl)amino)-5-isopropylisoquinolin-8-yl)azetidin-3-yl)-5-methyloxazolidin-2-one